2-(((4-(Dimethylamino)butanoyl)oxy)methyl)-2-((octanoyloxy) methyl)propane-1,3-diyl bis(2-hexyloctanoate) C(CCCCC)C(C(=O)OCC(COC(C(CCCCCC)CCCCCC)=O)(COC(CCCCCCC)=O)COC(CCCN(C)C)=O)CCCCCC